8-[(1R)-1-[2-(6-hydroxy-3-pyridinyl)anilino]ethyl]-3,6-dimethyl-2-phenyl-benzopyran-4-one OC1=CC=C(C=N1)C1=C(N[C@H](C)C2=CC(=CC=3C(C(=C(OC32)C3=CC=CC=C3)C)=O)C)C=CC=C1